C(C1=CC=CC=C1)OC1=C(C=CC=C1F)C1CCC(CC1)OC[C@]1(C[C@H](CC1)NS(=O)(=O)C)C(=O)OC methyl (1s,3s)-1-(((4-(2-(benzyloxy)-3-fluorophenyl)cyclohexyl)oxy)methyl)-3-(methylsulfonamido)cyclopentane-1-carboxylate